FC1=NC=CC2=C1C[C@@H]1CC[C@H]2N1C1=CC=C(C=C1)OC (5R,8S)-1-fluoro-10-(4-methoxyphenyl)-6,7,8,9-tetrahydro-5H-5,8-epiminocyclohepta[c]pyridine